[(1R)-1-(3-bromophenyl)ethoxy]-tert-butyl-dimethylsilane BrC=1C=C(C=CC1)[C@@H](C)O[Si](C)(C)C(C)(C)C